tert-butyl rac-(3S,4S)-2'-(2-ethoxypyridin-3-yl)-3-ethyl-8'-oxo-7',8'-dihydro-6'H-spiro[piperidine-4,5'-[1,7]naphthyridine]-1-carboxylate C(C)OC1=NC=CC=C1C1=NC=2C(NC[C@]3(C2C=C1)[C@@H](CN(CC3)C(=O)OC(C)(C)C)CC)=O |r|